FC(CN1[C@@H](C=2NC3=CC=CC=C3C2C[C@H]1C)C=1C=NC(=CC1)OCCN1CC(C1)CF)(C)C (1R,3R)-2-(2-fluoro-2-methylpropyl)-1-(6-(2-(3-(fluoromethyl)azetidin-1-yl)ethoxy)pyridin-3-yl)-3-methyl-2,3,4,9-tetrahydro-1H-pyrido[3,4-b]indole